N-(4-methyl-1,1-dioxidotetrahydro-2H-thiopyran-4-yl)-6-((3-(2,2,2-trifluoroethoxy)pyridin-2-yl)oxy)-3-(2-(trimethylsilyl)ethoxy)imidazo[1,2-a]pyridine-2-carboxamide CC1(CCS(CC1)(=O)=O)NC(=O)C=1N=C2N(C=C(C=C2)OC2=NC=CC=C2OCC(F)(F)F)C1OCC[Si](C)(C)C